4-((7-methoxyquinolin-4-yl)oxy)-N'-phenethylbenzenesulfonimidamide COC1=CC=C2C(=CC=NC2=C1)OC1=CC=C(C=C1)S(=O)(N)=NCCC1=CC=CC=C1